N1(CCC1)CCCC(=O)OC(C(=O)OCCCCCCCCCCCCCCC)C(C(=O)OCCCCCCCCCCCCCCC)OC(CCCN1CCC1)=O dipentadecyl 2,3-bis((4-(azetidin-1-yl)butanoyl)oxy)succinate